tert-butyl (S)-3-(6-isopropyl-5-(8-methoxy-[1,2,4]triazolo[1,5-a]pyridin-6-yl)-2-oxo-2,3-dihydro-1H-benzo[d]imidazol-1-yl)piperidine-1-carboxylate C(C)(C)C=1C(=CC2=C(N(C(N2)=O)[C@@H]2CN(CCC2)C(=O)OC(C)(C)C)C1)C=1C=C(C=2N(C1)N=CN2)OC